butyl-2-(((S)-7-chloro-6-fluoro-1,2,3,4-tetrahydronaphthalen-2-yl)amino)pentanoate hydrochloride Cl.C(CCC)OC(C(CCC)N[C@@H]1CC2=CC(=C(C=C2CC1)F)Cl)=O